CC1(CCCCC1)CN[C@H](C(=O)O)CNC(=O)[C@H]1CN(CCC1)CCCC1=NC=2NCCCC2C=C1 (S)-2-(((1-methylcyclohexyl)methyl)amino)-3-((R)-1-(3-(5,6,7,8-tetrahydro-1,8-naphthyridin-2-yl)propyl)piperidine-3-carboxamido)propanoic acid